C1(CC1)C(C1CC1)NC(=O)C1=CC(=NN1CC(C)(C)O)C=1C=C(C=CC1)C=1OC(=CN1)C(=O)N[C@H](C(=O)OC)C(C)C (S)-methyl 2-(2-(3-(5-((dicyclopropylmethyl) carbamoyl)-1-(2-hydroxy-2-methylpropyl)-1H-pyrazol-3-yl) phenyl) oxazole-5-carboxamido)-3-methylbutyrate